[C@H]1([C@@H](C([C@H]([C@@H](C1O)O)O)OP(=O)([O-])[O-])O)O The molecule is the dianion of 1D-myo-inositol 3-phosphate. It has a role as a human metabolite and a Saccharomyces cerevisiae metabolite. It is an inositol phosphate oxoanion and a myo-inositol phosphate(2-). It is a conjugate base of a 1D-myo-inositol 3-phosphate.